NC1=NC(=C2N=CN(C2=N1)[C@H]1[C@]([C@@H]([C@H](O1)COP(=O)(OC1=CC=CC=C1)N[C@@H](C)C(=O)OC(C)C)O)(C)F)N(C)C1CC1 Isopropyl ((((R,S)-(2R,3R,4R,5R)-5-(2-amino-6-(N-methyl-cyclopropylamino)-9H-purin-9-yl)-4-fluoro-3-hydroxy-4-methyltetrahydrofuran-2-yl)methoxy)-phenoxy-phosphoryl)-L-alaninate